(2,4,6-Trifluorophenyl)methanamine FC1=C(C(=CC(=C1)F)F)CN